COC1=CC=C(C=C1)N(C1=CC=C(C=C1)C1=CC=C(S1)C=C(C#N)C#N)C1=CC=C(C=C1)OC 2-((5-(4-(bis(4-methoxyphenyl)amino)phenyl)thiophen-2-yl)methylene)malononitrile